4-(5-Oxo-pyrrolidin-2-yl)benzaldehyde O=C1CCC(N1)C1=CC=C(C=O)C=C1